N=1N=CN2C1C=CC(=C2)C2=CNC=1N=C(N=C(C12)OC)NC1CCC(CC1)OCCO 2-(((1s,4s)-4-((5-([1,2,4]triazolo[4,3-a]pyridin-6-yl)-4-methoxy-7H-pyrrolo[2,3-d]pyrimidin-2-yl)amino)cyclohexyl)oxy)ethan-1-ol